C1(=CC=CC=C1)C(C)N1N=C(C=C1)S(=O)(=O)Cl 1-(1-phenylethyl)-1H-pyrazole-3-sulfonyl chloride